OC(C(=O)C1=CC=CC=C1)(C)C 2-hydroxy-(methyl)-1-phenylpropan-1-one